methylenebis(4-methylbenzenesulfonate) C(C1=C(C=CC(=C1)C)S(=O)(=O)[O-])C1=C(C=CC(=C1)C)S(=O)(=O)[O-]